5-methyl-4-(2-methylpropan-1-en-1-yl)-2-(piperazin-1-yl)benzonitrile CC=1C(=CC(=C(C#N)C1)N1CCNCC1)C=C(C)C